C(C)C(CC)C=1NC=2C(=NC(=CC2)C(F)(F)F)N1 2-(1-Ethylpropyl)-5-(trifluoromethyl)imidazo[4,5-b]pyridin